C1(CCCCCCC1)C(NC(=O)C=1C(=NOC1)C)C1=NC2=C(N1)C=C(C=C2F)N2CCOCC2 N-{cyclooctyl-[4-fluoro-6-(morpholin-4-yl)-1H-benzoimidazol-2-yl]methyl}-3-methyl-isoxazole-4-carboxamide